COC(C1=C(C=CC(=C1)C1CCC2(OCCO2)CC1)OC)=O 2-methoxy-5-(1,4-dioxaspiro[4.5]decan-8-yl)benzoic acid methyl ester